1-benzyl-1-methylsilacyclobutane C(C1=CC=CC=C1)[Si]1(CCC1)C